(3R)-8-(2-chloro-5-fluorophenoxy)-7-(1,1-difluoroethyl)-1-methyl-2-oxo-1,2,3,4-tetrahydroquinoline ClC1=C(OC=2C(=CC=C3CCC(N(C23)C)=O)C(C)(F)F)C=C(C=C1)F